7-bromo-2,4-dichloro-6-fluoroquinoline-3-carbonitrile BrC1=C(C=C2C(=C(C(=NC2=C1)Cl)C#N)Cl)F